BrC=1N=CN(C1)C([2H])([2H])[2H] 4-Bromo-1-(methyl-d3)-1H-imidazole